C(C)OC1=NC=CC(=C1C(=O)OCC([C@H](C[C@H]1C(NCC1)=O)NC([C@@H](NC(=O)C=1NC2=CC=CC(=C2C1)OC)CC(C)C)=O)=O)C (3S)-3-({N-[(4-methoxy-1H-indol-2-yl) carbonyl]-L-leucyl}amino)-2-oxo-4-[(3S)-2-oxopyrrolidin-3-yl]butyl 2-ethoxy-4-methylpyridine-3-carboxylate